tert-butyl 4-(4-(thiazolo[4,5-c]pyridin-6-yl)-1H-pyrrolo[2,3-b]pyridin-2-yl)piperidine-1-carboxylate S1C=NC=2C=NC(=CC21)C2=C1C(=NC=C2)NC(=C1)C1CCN(CC1)C(=O)OC(C)(C)C